3-amino-2-fluoro-phenol NC=1C(=C(C=CC1)O)F